FC(C(CC(=O)O)OC(C(=C)CC1=NC(=NO1)CC1=CC=C(C=C1)CCCCC)=O)(F)F 4,4,4-trifluoro-3-((2-((3-(4-pentylbenzyl)-1,2,4-oxadiazol-5-yl)methyl)acryloyl)oxy)butanoic acid